CC1=C(C(=CC=C1)C)[SiH3] (2,6-dimethylphenyl)silane